C1(=CC=CC=C1)C(C[NH+](CC)CC)(C1=CC=CC=C1)C1=CC=CC=C1.C(C=CC=CC=CC=CCCCCCCCCCCCCC)(=O)[O-] docosatetraenoic acid triphenyltriethylammonium salt